(R)-N-(1-(3-amino-5-(trifluoromethyl)phenyl)ethyl)-7-methoxy-2-methyl-6-(Piperidin-4-yl)quinazolin-4-amine NC=1C=C(C=C(C1)C(F)(F)F)[C@@H](C)NC1=NC(=NC2=CC(=C(C=C12)C1CCNCC1)OC)C